ClC1=C(C=CC=C1)S(=O)(=O)C 1-chloro-2-(S-methylsulfonyl)benzene